(-)-3-(3-chloro-2-methoxyanilino)-2-{3-[(3,3-dimethyloxetan-2-yl)methoxy]pyridin-4-yl}-1,5,6,7-tetrahydro-4H-pyrrolo[3,2-c]pyridin-4-one ClC=1C(=C(NC2=C(NC3=C2C(NCC3)=O)C3=C(C=NC=C3)OCC3OCC3(C)C)C=CC1)OC